CC(C=O)CC(CC(CC(CCC)C)C)C 2,4,6,8-Tetramethyl-1-undecanal